BrC1=C(C#N)C=C(C(=C1)C(F)(F)F)F bromo-5-fluoro-4-(trifluoromethyl)benzonitrile